2-[[2-chloro-5-(1-methylpyrazol-3-yl)phenyl]methylamino]-5-(2-phenylethyl)-4H-[1,2,4]-triazolo[1,5-a]pyrimidin-7-one ClC1=C(C=C(C=C1)C1=NN(C=C1)C)CNC1=NN2C(NC(=CC2=O)CCC2=CC=CC=C2)=N1